tert-Butyl ((1s,4s)-4-((3-Cyano-4-methoxyphenyl)carbamoyl)cyclohexyl)carbamate C(#N)C=1C=C(C=CC1OC)NC(=O)C1CCC(CC1)NC(OC(C)(C)C)=O